3-methylnon-2,6-dienal CC(=CC=O)CCC=CCC